4-methoxy-7-nitro-1H-indole-3-carbonitrile COC1=C2C(=CNC2=C(C=C1)[N+](=O)[O-])C#N